ClC1=CC=C(C=N1)S(=O)(=O)N1CCC(CC1)NC1=NC=C(C(=N1)O[C@@H]1COCC1)C(F)(F)F (S)-N-(1-((6-Chloropyridin-3-yl)sulfonyl)piperidin-4-yl)-4-((tetrahydrofuran-3-yl)oxy)-5-(trifluoromethyl)pyrimidin-2-amine